C(C)(=O)N1CCC(CC1)N1CCC(CC1)N1C[C@@H]2N(O[C@@H](C(N2[C@H](C1=O)CC(C)C)=O)CC(C)C)C(\C=C\C1=NC=CC=C1)=O (3R,6S,9aS)-8-(1'-acetyl-[1,4'-bipiperidin]-4-yl)-3,6-diisobutyl-1-((E)-3-(pyridin-2-yl)acryloyl)tetrahydropyrazino[2,1-c][1,2,4]oxadiazine-4,7(3H,6H)-dione